O=C1NC(CCC1NC1=CC=C(C=C1)C1=CC=CC=C1)=O 4'-((2,6-dioxopiperidin-3-yl)amino)-[1,1'-biphenyl]